N-(1-(4-(trifluoromethyl)phenyl)-1,2,3,4-tetrahydroquinolin-3-yl)vinylsulfonamide FC(C1=CC=C(C=C1)N1CC(CC2=CC=CC=C12)C=CNS(=O)=O)(F)F